2-(3-(2,3-dichlorophenyl)-1H-pyrazolo[4,3-b]pyridin-6-yl)octahydrocyclopenta[c]pyrrol-5-amine ClC1=C(C=CC=C1Cl)C1=NNC=2C1=NC=C(C2)N2CC1C(C2)CC(C1)N